C(C1=CC=CC=C1)OC(=O)NCCCC[C@H](NC(CCCCCCCCCCCCCCC)=O)C(=O)N[C@@H](C)C(=O)N[C@@H](C)C(=O)O N6-((benzyloxy)carbonyl)-N2-palmitoyl-L-lysyl-L-alanyl-L-alanine